2-[(2E)-2-(aminomethyl)-3-fluoroprop-2-en-1-yl]-4-[5-(1,2,3,4-tetrahydroquinolin-6-yl)thiophen-2-yl]methyl-2,4-dihydro-3H-1,2,4-triazol-3-one hydrochloride Cl.NC/C(/CN1N=CN(C1=O)CC=1SC(=CC1)C=1C=C2CCCNC2=CC1)=C\F